4-(4-(dimethylamino)-6-ethyl-8-fluoro-2-(((2R,7aS)-2-fluorotetrahydro-1H-pyrrolizin-7a(5H)-yl)methoxy)quinazolin-7-yl)-5-ethyl-6-fluoronaphthalen-2-ol CN(C1=NC(=NC2=C(C(=C(C=C12)CC)C1=CC(=CC2=CC=C(C(=C12)CC)F)O)F)OC[C@]12CCCN2C[C@@H](C1)F)C